(3aS,6aS)-tetrahydropentalene-2,5(1H,3H)-dione C1C2CC(=O)CC2CC1=O